NN(CO)C(=O)O Aza-Serine